N-(1-(4-(2-(4-Fluorophenyl)-1H-pyrrolo[2,3-b]pyridin-5-yl)thiophene-2-carbonyl)pyrrolidin-3-yl)methanesulfonamide FC1=CC=C(C=C1)C1=CC=2C(=NC=C(C2)C=2C=C(SC2)C(=O)N2CC(CC2)NS(=O)(=O)C)N1